N1(C=CC=C1C(=O)[O-])C(=O)[O-] pyrrole-1,5-dicarboxylate